CC1OC(CCC1)C 2,6-dimethyltetrahydropyran